1-(aminooxy)-4,4-difluorocyclohexane-1-carboxylic acid tert-butyl ester C(C)(C)(C)OC(=O)C1(CCC(CC1)(F)F)ON